Oleylcarnitine CCCCCCCC/C=C\CCCCCCCCC(CC(=O)[O-])(C[N+](C)(C)C)O